2-(4-cyclopropyl-6-methoxy-pyrimidin-5-yl)-5-methyl-4-[[3-methyl-4-[1-methyl-4-(trifluoromethyl)imidazol-2-yl]phenyl]methoxy]pyrimidine C1(CC1)C1=NC=NC(=C1C1=NC=C(C(=N1)OCC1=CC(=C(C=C1)C=1N(C=C(N1)C(F)(F)F)C)C)C)OC